CN(C1CN(CCC1)C1=C2C(=NC=C1)NC=C2C=2C=NC=NC2)C N,N-dimethyl-1-(3-pyrimidin-5-yl-1H-pyrrolo[2,3-b]pyridin-4-yl)piperidin-3-amine